C(C)OC1=C(C=C(C=C1)S(=O)(=O)N1CCN(CC1)CCO)C1=NN2C(C(N1)=O)=C(C(=C2CCC)C=O)CC 2-(2-ethoxy-5-((4-(2-hydroxyethyl)piperazin-1-yl)sulfonyl)phenyl)-5-ethyl-4-oxo-7-propyl-3,4-dihydropyrrolo[2,1-f][1,2,4]triazine-6-carbaldehyde